N-((1r,3r)-3-(3-chloro-4-cyanophenoxy)-2,2,4,4-tetramethylcyclobutyl)-6-(4-((4-(2-(2,6-dioxopiperidin-3-yl)-1,3-dioxoisoindolin-5-yl)piperidin-1-yl)methyl)piperidin-1-yl)nicotinamide ClC=1C=C(OC2C(C(C2(C)C)NC(C2=CN=C(C=C2)N2CCC(CC2)CN2CCC(CC2)C=2C=C3C(N(C(C3=CC2)=O)C2C(NC(CC2)=O)=O)=O)=O)(C)C)C=CC1C#N